(1-(4,5-dimethyl-6-oxo-1,6-dihydropyrimidin-2-yl)-3-methyl-1H-pyrazol-5-yl)pentadecanamide CC=1N=C(NC(C1C)=O)N1N=C(C=C1C(C(=O)N)CCCCCCCCCCCCC)C